3-(6-Fluoro-4-(1-(5-(4-(7-(4-(2-hydroxyethyl)piperazin-1-yl)-2-methyl-3-phenyl-pyrazolo[1,5-a]pyrimidin-5-yl)phenyl)pentyl)piperidin-4-yl)-1-oxoisoindolin-2-yl)piperidine-2,6-dione FC1=CC(=C2CN(C(C2=C1)=O)C1C(NC(CC1)=O)=O)C1CCN(CC1)CCCCCC1=CC=C(C=C1)C1=NC=2N(C(=C1)N1CCN(CC1)CCO)N=C(C2C2=CC=CC=C2)C